NC=1C=C(C=C(C1)B1OC(C(O1)(C)C)(C)C)C1=NC=CC(=C1C)CC#N 2-(2-(3-Amino-5-(4,4,5,5-tetramethyl-1,3,2-dioxaborolan-2-yl)phenyl)-3-methylpyridin-4-yl)acetonitrile